ClC=1C=C(CN2C[C@H](N(CC2)C(=O)OC=2C=NC=C(C2)C(N)=O)C)C=C(C1)F 5-Carbamoylpyridin-3-yl (R)-4-(3-chloro-5-fluorobenzyl)-2-methylpiperazine-1-carboxylate